2,8-bis(benzenesulfonylmethyl)-6-chloro-imidazo[1,2-b]pyridazine C1(=CC=CC=C1)S(=O)(=O)CC=1N=C2N(N=C(C=C2CS(=O)(=O)C2=CC=CC=C2)Cl)C1